(S)-3-((2,5-difluorobenzyl)amino)-6-fluoro-5-(1-(2-fluorophenyl)ethyl)-4H-benzo[e][1,2,4]thiadiazine 1,1-dioxide FC1=C(CNC2=NS(C3=C(N2)C(=C(C=C3)F)[C@@H](C)C3=C(C=CC=C3)F)(=O)=O)C=C(C=C1)F